ClC=1C=C2C(CCN(C2=CC1)CCCCC1=CC(=NO1)C(=O)OCC)(C)C ethyl 5-(4-(6-chloro-4,4-dimethyl-3,4-dihydroquinolin-1(2H)-yl)butyl)isoxazole-3-carboxylate